7-(5-(4-fluoro-2-(N-methylisobutylamino)phenoxy)pyrimidin-4-yl)-2,7-diazaspiro[4.4]nonane-2-carboxylic acid tert-butyl ester C(C)(C)(C)OC(=O)N1CC2(CC1)CN(CC2)C2=NC=NC=C2OC2=C(C=C(C=C2)F)N(C)CC(C)C